CC1=C(C2=C(C(=NO2)NC2=CC(=CC(=C2)C(F)(F)F)C)C=C1)C#CC=1C=CC=2N(C1)N=NN2 6-methyl-N-(3-methyl-5-(trifluoromethyl)phenyl)-7-(tetrazolo[1,5-a]pyridin-6-ylethynyl)benzo[d]isoxazol-3-amine